N1=CN=CC=2C=CCC(C12)=O quinazolin-8(7H)-one